FC1=C(C=C(N)C=C1C)C 4-Fluoro-3,5-dimethyl-aniline